O.C(=C)OC=C vinyl ether compound with water